ClC1=CC=C(C=C1)NC(=O)C1(CCC1)C1=NC=2CCCN(C2C=C1)C1=NC(=CC=C1)C N-(4-chlorophenyl)-1-(5-(6-methylpyridin-2-yl)-5,6,7,8-tetrahydro-1,5-naphthyridin-2-yl)cyclobutane-1-carboxamide